NC12CCC(CC1)(C2)N2C(=C(C1=C2N=CN=C1N)C=1C=NC2=CC=CC=C2C1)C#C 7-(4-amino-bicyclo[2.2.1]heptan-1-yl)-6-ethynyl-5-(quinolin-3-yl)-7H-pyrrolo[2,3-d]pyrimidine-4-amine